NC(C(O)([2H])[2H])C1C(C1([2H])[2H])([2H])[2H] 2-amino-2-(cyclopropyl-2,2,3,3-d4)ethan-1,1-d2-1-ol